C(#N)C=1C=C(C=CC1F)S(=O)(=O)NC=1C=NC(=CC1)N1C[C@H](C[C@@H](C1)C)C 3-Cyano-N-(6-(trans-3,5-dimethylpiperidin-1-yl)pyridin-3-yl)-4-fluorobenzenesulfonamide